(5-(trifluoromethyl)pyridin-2-yl)methylamine dihydrochloride Cl.Cl.FC(C=1C=CC(=NC1)CN)(F)F